N-(cyclohexyl)-gamma-aminopropyltrimethoxysilane C1(CCCCC1)NCCC[Si](OC)(OC)OC